(4-(3-fluorophenyl)thiophen-2-yl)(3,4,5-trimethoxyphenyl)methanone FC=1C=C(C=CC1)C=1C=C(SC1)C(=O)C1=CC(=C(C(=C1)OC)OC)OC